ClC=1C=CC=2N(N1)C=NC(C2C2=CCCCC2)=O 2-chloro-5-(cyclohex-1-en-1-yl)-6H-pyrimido[1,6-b]pyridazin-6-one